C(C)(C)(C)OC(=O)N1CC(C2(CC1)CCN(CC2)CC2=CC=CC=C2)=O 9-Benzyl-1-oxo-3,9-diazaspiro[5.5]undecane-3-carboxylic acid tert-butyl ester